(R)-2-Methyl-N4-(1-methyl-3-((2,2,2-trifluoroethyl)carbamoyl)-1H-pyrazol-5-yl)-N1-((S)-11-oxo-2,3,10,11-tetrahydro-1H,5H-benzo[d]pyrazolo[1,2-a][1,2]diazepin-10-yl)succinamid C[C@@H](C(=O)N[C@H]1C2=C(CN3N(C1=O)CCC3)C=CC=C2)CC(=O)NC2=CC(=NN2C)C(NCC(F)(F)F)=O